FC=1C=C(C(=O)[O-])C=CC1.[Na+] sodium 3-fluorobenzoate